1-(5-bromo-2-hydroxy-3-methyl-phenyl)ethanone 1-((4,4-bis(((Z)-oct-5-en-1-yl)oxy)butanoyl)oxy)-7-(((9Z,12Z)-octadeca-9,12-dienoyl)oxy)heptan-4-yl-1H-imidazole-1-carboxylate C(CCC\C=C/CC)OC(CCC(=O)OCCCC(CCCOC(CCCCCCC\C=C/C\C=C/CCCCC)=O)OC(=O)N1C=NC=C1)OCCCC\C=C/CC.BrC=1C=C(C(=C(C1)C(C)=O)O)C